4-((5-(3,3-Dimethyl-2-oxo-2,3-dihydro-1H-pyrrolo[3,2-b]pyridin-1-yl)pyridin-3-yl)methyl)phthalazin-1(2H)-one CC1(C(N(C=2C1=NC=CC2)C=2C=C(C=NC2)CC2=NNC(C1=CC=CC=C21)=O)=O)C